2-[6-(3-Chloro-4-fluoro-phenyl)pyrazolo[4,3-b]pyridin-1-yl]-1-(3,3-difluoroazetidin-1-yl)ethanone ClC=1C=C(C=CC1F)C=1C=C2C(=NC1)C=NN2CC(=O)N2CC(C2)(F)F